tert-Butyl 4-(4-(3-methoxy-3-oxopropyl)phenyl)piperidine-1-carboxylate COC(CCC1=CC=C(C=C1)C1CCN(CC1)C(=O)OC(C)(C)C)=O